[Ce].[Ir] iridium cerium